NC=1N=C2C=C(C=NC2=CC1)CN(C(=O)C=1C=NC(=CC1)C(F)(F)F)C1=C(C=CC=C1)S(=O)(=O)C N-[(6-amino-1,5-naphthyridin-3-yl)methyl]-N-(2-methanesulfonylphenyl)-6-(trifluoromethyl)pyridine-3-carboxamide